chloroformic acid n-butyl ester C(CCC)OC(=O)Cl